ClC=1C(=NC(=NC1)NC1CCOCC1)C1=CC=C2CN(C(C2=C1)=O)CC(=O)NC(CO)C1=C(C(=CC=C1)C)C 2-(6-{5-chloro-2-[(oxacyclohex-4-yl)amino]pyrimidin-4-yl}-1-oxo-2,3-dihydro-1H-isoindol-2-yl)-N-[1-(2,3-dimethylphenyl)2-hydroxyethyl]acetamide